C1(CC1)CC1=C(C(=NN1C=1SC=C(N1)C(=O)O)C=1C=C(C(=CC1)F)C1=CC(=C(C=C1)F)F)CC1=CC(=C(C=C1)S(N)(=O)=O)F 2-(5-(cyclopropylmethyl)-4-(3-fluoro-4-sulfamoylbenzyl)-3-(3',4',6-trifluoro-[1,1'-biphenyl]-3-yl)-1H-pyrazol-1-yl)thiazole-4-carboxylic acid